FC(C=1C=C(C=CC1)C=C)(F)F 1-[3-(trifluoromethyl)phenyl]ethylene